(7S,9S)-9-Acetyl-7-[(3-amino-2,3,6-trideoxy-alpha-L-lyxo-hexopyranosyl)oxy]-7,8,9,10-tetrahydro-6,9,11-trihydroxy-5,12-naphthacenedione hydrochloride Cl.C(C)(=O)[C@]1(C[C@@H](C=2C(=C3C(C=4C=CC=CC4C(C3=C(C2C1)O)=O)=O)O)O[C@H]1C[C@@H]([C@H](O)[C@@H](O1)C)N)O